(3R,4R)-4-Methyl-3-(methyloxido-7H-pyrrolo[2,3-d]pyrimidin-4-ylamino)-β-oxo-1-piperidinepropanenitrile C[C@H]1[C@H](CN(CC1)C(CC#N)=O)N(C=1C2=C(N=C(N1)C)NC=C2)[O-]